1-[3-[(Z)-prop-1-enyl]azetidin-1-yl]ethanone C(=C/C)/C1CN(C1)C(C)=O